ClC1=CN=C(S1)C#C[Si](C)(C)C 2-(5-chlorothiazol-2-yl)ethynyltrimethylsilane